(5,7-difluoro-1H-indol-3-yl)propan-1-ol (1-(4-methoxybenzoyl)-3-(N-(methylsulfonyl)sulfamoyl)pyrrolidin-3-yl)methyl-methanesulfonate COC1=CC=C(C(=O)N2CC(CC2)(S(NS(=O)(=O)C)(=O)=O)CCS(=O)(=O)OC(CC)C2=CNC3=C(C=C(C=C23)F)F)C=C1